(1R,2S,3R,5S)-3-(4-amino-7H-pyrrolo[2,3-d]pyrimidin-7-yl)-5-(2-(2,3,4,5-tetrahydro-1H-azepino[2,3-b]quinolin-9-yl)ethyl)cyclopentane-1,2-diol NC=1C2=C(N=CN1)N(C=C2)[C@H]2[C@@H]([C@@H]([C@H](C2)CCC2=CC=C1C=C3C(=NC1=C2)NCCCC3)O)O